ClC1=CC=C2C(=NC(N(C2=C1)C=1C=C(C=CC1)NC(OC(C)(C)C)=O)=O)N(C)C tert-butyl (3-(7-chloro-4-(dimethylamino)-2-oxoquinazolin-1(2H)-yl)phenyl)carbamate